(S)-3-((tert-butoxycarbonyl)amino)-4-(5,5-difluoro-2-oxo-piperidine-1-yl)butyric acid C(C)(C)(C)OC(=O)N[C@@H](CC(=O)O)CN1C(CCC(C1)(F)F)=O